methyl (E)-2-(benzyloxy)-5-(2-(tert-butylimino)acetyl)benzoate C(C1=CC=CC=C1)OC1=C(C(=O)OC)C=C(C=C1)C(/C=N/C(C)(C)C)=O